NC1=NC=C(C=C1C=1C(=C2CCNC(C2=CC1)=O)Cl)C1=CC=C(C=C1)N1CCN(CC1)C 6-(2-amino-5-(4-(4-methylpiperazin-1-yl)phenyl)pyridin-3-yl)-5-chloro-3,4-dihydroisoquinolin-1(2H)-one